N-[6-(2-chloro-5-fluorophenyl)-3-{[(1Z)-2-oxocyclobutylidene]methyl}-2-methyl-8-oxo-7,8-dihydro-6H-pyrrolo[4,3-g]indazol-5-yl]-3-fluoro-5-(trifluoromethyl)benzamide ClC1=C(C=C(C=C1)F)C1NC(C2=C1C(=CC1=C(N(N=C21)C)\C=C\2/C(CC2)=O)NC(C2=CC(=CC(=C2)C(F)(F)F)F)=O)=O